CO[Si](CCC[N-]CCC[Si](OC)(OC)OC)(OC)OC bis[3-(trimethoxysilyl)propyl]amide